[B].[B].OC(C)(C)C(C)(C)O.OC(C)(C)C(C)(C)O di(pinacol) diboron